BrC1=NN(C2=CC=CC=C12)C 3-bromo-1-methyl-1H-indazole